C1(CC1)OC1=NC(=NC=C1C(=O)NC1=C(C=CC=C1Cl)Cl)NC=1C=NN(C1)CC(CN(C)C)O 4-cyclopropoxy-N-(2,6-dichlorophenyl)-2-({1-[3-(dimethylamino)-2-hydroxypropyl]-1H-pyrazol-4-yl}amino)pyrimidine-5-carboxamide